BrC1=CC=C2C(=CC(=NC2=C1)\C=C\C1=NC=CC(=N1)C)C(=O)OC methyl (E)-7-bromo-2-(2-(4-methylpyrimidin-2-yl)vinyl)quinoline-4-carboxylate